C1(=CC=CC=C1)N1N=C(C=2C(C(C3=C(C12)C=CC=C3)=O)=O)C3=CC=CC=C3 1,3-diphenyl-1H-benzo[g]indazole-4,5-dione